3-[[4-(2,6-dimethylphenyl)-6-[(2S)-4-methyl-2-(spiro[2.3]hexan-5-ylamino)pentoxy]pyrimidin-2-yl]sulfamoyl]benzoic acid CC1=C(C(=CC=C1)C)C1=NC(=NC(=C1)OC[C@H](CC(C)C)NC1CC2(CC2)C1)NS(=O)(=O)C=1C=C(C(=O)O)C=CC1